4-amino-2-(ethylsulfonyl)-6-(thiazol-2-yl)nicotinonitrile NC1=CC(=NC(=C1C#N)S(=O)(=O)CC)C=1SC=CN1